(2S)-2-(4-chlorophenoxy)-N-cyanopropanamide ClC1=CC=C(O[C@H](C(=O)NC#N)C)C=C1